FC1=CC=C(O[C@@H]2C[C@H](NC2)C(=O)OC)C=C1 methyl (2S,4R)-4-(4-fluorophenoxy)pyrrolidine-2-carboxylate